(2S,3R,5S)-N-(3-Carbamoyl-4-fluoro-phenyl)-3-(3,4-Difluoro-2-methoxy-phenyl)-5-methyl-5-(trifluoromethyl)tetrahydrofuran-2-carboxamid C(N)(=O)C=1C=C(C=CC1F)NC(=O)[C@H]1O[C@@](C[C@@H]1C1=C(C(=C(C=C1)F)F)OC)(C(F)(F)F)C